OCC=1C=C(C(=O)O)C=C(C1)CO 3,5-dihydroxymethylbenzoic acid